ClCCO 2-Chloroethanol